C(C1CO1)OC1=C(C2=CC=CC=C2C=C1)C1(C2=CC=CC=C2C=2C=CC=CC12)C1=C(C=CC2=CC=CC=C12)OCC1CO1 9,9-bis(glycidyloxynaphthyl)fluorene